2-methyl-7-((5-methyl-6-(piperazin-1-yl)pyridin-3-yl)methyl)-N2-propylimidazo[2,1-f][1,2,4]triazine-2,4-diamine CC1(NN2C(C(=N1)N)=NC=C2CC=2C=NC(=C(C2)C)N2CCNCC2)NCCC